cyclohexyl (2-((4-(4-methylpiperazin-1-yl)phenyl)amino)-5-((triisopropylsilyl)ethynyl)pyrido[2,3-d]pyrimidin-7-yl)carbamate CN1CCN(CC1)C1=CC=C(C=C1)NC=1N=CC2=C(N1)N=C(C=C2C#C[Si](C(C)C)(C(C)C)C(C)C)NC(OC2CCCCC2)=O